COCC(CC)C1=C(C(=C(C(=C1C(=O)N)C(CC)COC)C(=O)N)C(CC)COC)C(=O)N tris[1-(methoxymethyl)propyl]benzene-1,3,5-tricarboxamide